COC1(CC=C2CCCNC2=C1OC)C1=NC=NN1 7,8-dimethoxy-5-(1,2,3,4-tetrahydroquinolin-7-yl)-[1,2,4]triazole